(R)-5-(5-(1-(3,5-dimethyl-pyridazin-4-yl)ethoxy)-6-methoxy-1H-indazol-3-yl)-2-methoxy-3-methyl-benzonitrile CC=1N=NC=C(C1[C@@H](C)OC=1C=C2C(=NNC2=CC1OC)C=1C=C(C(=C(C#N)C1)OC)C)C